S1C(=NC2=C1C=CC=C2)NC(=O)C=2C=CC=C1CCN(CC21)C=2SC(=C(N2)C(=O)OC)CCCOC2=C(C=C(C=C2)C#CCN(C)C)F methyl 2-(8-(benzo[d]thiazol-2-ylcarbamoyl)-3,4-dihydroisoquinolin-2(1H)-yl)-5-(3-(4-(3-(dimethylamino)prop-1-yn-1-yl)-2-fluorophenoxy)propyl)thiazole-4-carboxylate